C(C)(=O)N.[Rh+2].NC1=C2N=CN(C2=NC(=N1)C#CC1CCCCC1)C1CCC(CC1)C(=O)NC1=CC(=CC=C1)OC 4-[6-amino-2-(cyclohexylethynyl)-9H-purin-9-yl]-N-(3-methoxyphenyl)cyclohexanecarboxamide rhodium (II) acetamidate